n-hexyl furoate O1C(=CC=C1)C(=O)OCCCCCC